(R)-6-(2-Methylpyrrolidin-1-yl)-1-oxo-2,3-dihydro-1H-pyrrolo[3,4-c]pyridine-4-carboxylic acid C[C@H]1N(CCC1)C1=CC2=C(C(=N1)C(=O)O)CNC2=O